(R)-N-(1-cyclopropyl-3,3-difluoropiperidin-4-yl)-5-(1-(2,2-difluoroethyl)-1H-benzo[d][1,2,3]triazol-6-yl)-4-methoxypyrrolo[2,1-f][1,2,4]triazin-2-amine C1(CC1)N1CC([C@@H](CC1)NC1=NN2C(C(=N1)OC)=C(C=C2)C=2C=CC1=C(N(N=N1)CC(F)F)C2)(F)F